2-linoleoyl-glycerol C(CCCCCCC\C=C/C\C=C/CCCCC)(=O)OC(CO)CO